C1=C(C=C(C(=C1O)O)O)C2=C(C=C3C(=CC(=CC3=[O+]2)O)O[C@H]4[C@@H]([C@H]([C@@H]([C@H](O4)CO)O)O)O)O[C@H]5[C@@H]([C@H]([C@@H]([C@H](O5)CO)O)O)O The molecule is an anthocyanin cation consisting of delphinidin with two beta-D-glucosyl residues attached to the 3- and 5-hydroxy groups. It is an anthocyanin cation, a beta-D-glucoside and a 5-hydroxyanthocyanin O-beta-D-glucoside. It derives from a delphinidin. It is a conjugate acid of a delphinidin 3-O-beta-D-glucoside-5-O-beta-D-glucoside betaine.